1-(1-butoxy-2-propoxy)-2-propanol C(CCC)OCC(C)OCC(C)O